F[C@H]1CN(C[C@H]1F)C1=NC(=CC(=N1)C(=O)OC)C Methyl 2-((3S,4R)-3,4-difluoropyrrolidin-1-yl)-6-methylpyrimidine-4-carboxylate